N-[2-[2-(2-hydroxyethoxy)ethoxy]ethyl]acetamide OCCOCCOCCNC(C)=O